O1CCN(CC1)C1=NC=CC(=C1)C=1OC=C(N1)C(=O)OCC 2-Ethyl 2-(2-morpholino-4-pyridyl)oxazole-4-carboxylate